C(CNC(C=C)=O)NC(C=C)=O N,N'-1,2-ethylenebisacrylamide